3-acetoxy-quinuclidine C(C)(=O)OC1CN2CCC1CC2